γ-Glutamylserine N[C@@H](CCC(=O)N[C@@H](CO)C(=O)O)C(=O)O